BrC=1C=C(C(=NC1)C(=O)OC)F Methyl 5-bromo-3-fluoropyridinecarboxylate